11-benzyl-7-[(2,4-difluorophenyl)methyl]-2,5,7,11-tetraazatricyclo[7.4.0.02,6]trideca-1(9),5-dien-8-one C(C1=CC=CC=C1)N1CC=2C(N(C3=NCCN3C2CC1)CC1=C(C=C(C=C1)F)F)=O